3-(1-methyl-1H-pyrazol-4-yl)quinoxaline CN1N=CC(=C1)C=1C=NC2=CC=CC=C2N1